IC1C(=O)NC(C1)=O iodosuccinimide